ClC=1C(N(N=CC1Cl)C1COC1)=O 4,5-Dichloro-2-(oxetan-3-yl)pyridazin-3(2H)-one